ClC1=C(C(=O)NC2=C(C(=C(C=C2)F)NC(CCCSC)=O)F)C=C(C=C1)NC(=O)[C@@H]1C([C@H]1C1=CC(=C(C=C1)F)C(F)(F)F)(Cl)Cl 2-chloro-5-((1R,3R)-2,2-dichloro-3-(4-fluoro-3-(trifluoromethyl)phenyl)cyclopropane-1-carboxamido)-N-(2,4-difluoro-3-(4-(methylthio)butanamido)phenyl)benzamide